CC=1OC2=C(C1)C=CC=C2O[C@H]2COCC2 (R)-2-methyl-7-[(tetrahydrofuran-3-yl)oxy]benzofuran